5-(4-(1-((R)-3-(4-amino-3-(4-phenoxyphenyl)-1H-pyrazolo[3,4-d]pyrimidin-1-yl)piperidine-1-carbonyl)azetidin-3-yl)piperazin-1-yl)-2-((S)-2,6-dioxopiperidin-3-yl)isoindoline-1,3-dione NC1=C2C(=NC=N1)N(N=C2C2=CC=C(C=C2)OC2=CC=CC=C2)[C@H]2CN(CCC2)C(=O)N2CC(C2)N2CCN(CC2)C=2C=C1C(N(C(C1=CC2)=O)[C@@H]2C(NC(CC2)=O)=O)=O